COC(=O)C=1C=C(C=CC1)C1=C(C=CC(=C1)CN1N=C2C(=C1C1=C(C=CC=C1)F)CN(C2)C)F 2'-fluoro-5'-((3-(2-fluorophenyl)-5-methyl-5,6-dihydropyrrolo[3,4-c]pyrazol-2(4h)-yl)methyl)-[1,1'-biphenyl]-3-carboxylic acid methyl ester